Cl.CC1OC2=C(O1)C=CC=C2N 2-methylbenzo[d][1,3]dioxol-4-amine hydrochloride